(1-fluoromethyl-cyclopropyl)-methanol FCC1(CC1)CO